tert-butyl (2S,3R)-3-(benzyl(methyl)amino)-2-methylpyrrolidine-1-carboxylate C(C1=CC=CC=C1)N([C@H]1[C@@H](N(CC1)C(=O)OC(C)(C)C)C)C